[C@H]12CN(C[C@H](CC1)N2)C2=NC(=NC1=C(C(=C(C=C21)Cl)C2=CC(=CC1=CC=CC=C21)O)F)C2=CC(=CC1=CC=CC=C21)O 4,4'-((R or S)-4-((1R,5S)-3,8-diazabicyclo[3.2.1]octan-3-yl)-6-chloro-8-fluoroquinazolin-2,7-diyl)bis(naphthalen-2-ol)